1-cyclopropyl-3-(4-fluorophenyl)-4-oxo-1,4-dihydropyridine-2,5-dicarboxamide C1(CC1)N1C(=C(C(C(=C1)C(=O)N)=O)C1=CC=C(C=C1)F)C(=O)N